ClC=1C=C2C=C(NC2=CC1OCC1=CC(=NO1)C)CNC(CNC(OC(C)(C)C)=O)=O tert-butyl (2-(((5-chloro-6-((3-methylisoxazol-5-yl)methoxy)-1H-indol-2-yl)methyl)amino)-2-oxoethyl)carbamate